((R)-3-(2-Chloro-3-fluorophenyl)morpholino)-N-((R,E)-4-(methylsulfonyl)but-3-en-2-yl)pyrazine-2-carboxamide ClC1=C(C=CC=C1F)[C@@H]1COCCN1C=1C(=NC=CN1)C(=O)N[C@H](C)\C=C\S(=O)(=O)C